[N+](=O)([O-])C1=C(C=C(C=C1)C1=NOC(N1)=O)N1CCC(CC1)NC(OC(C)(C)C)=O tert-butyl (1-(2-nitro-5-(5-oxo-4,5-dihydro-1,2,4-oxadiazol-3-yl)phenyl)piperidin-4-yl)carbamate